BrN(C)C N-bromodimethylamine